Allyloxycarbonyllysine C(C=C)OC(=O)N[C@@H](CCCCN)C(=O)O